C(C)(=O)OC[C@]1(C(C1)(F)F)CO [(1R)-2,2-difluoro-1-(hydroxymethyl)cyclopropyl]methyl acetate